COC=1C=C(CN2N=NC(=C2)CC(C(=O)N)=CC2=CC=CC=C2)C=CC1OC ((1-(3,4-dimethoxybenzyl)-1H-1,2,3-triazol-4-yl)methyl)cinnamamide